Methyl 2-{6-cyclopropyl-4-[4-fluoro-2-(4-methyl-1,2,4-triazol-3-yl)phenyl]pyridin-2-yl}-7-methoxy-1,3-benzoxazole-5-carboxylate C1(CC1)C1=CC(=CC(=N1)C=1OC2=C(N1)C=C(C=C2OC)C(=O)OC)C2=C(C=C(C=C2)F)C2=NN=CN2C